FC1(CN(CC1)C1=NC=CC(=C1NC(=O)C=1C=NC(=CC1)C(C)O)C1=C(C=CC=C1)F)F N-[2-(3,3-difluoropyrrolidin-1-yl)-4-(2-fluoro-phenyl)-3-pyridyl]-6-(1-hydroxyethyl)pyridine-3-carboxamide